3-(2-(3-(4-benzylpiperazin-1-yl)-2-((tert-butoxycarbonyl)amino)propoxy)-7-chloro-8-fluoropyrido[4,3-d]pyrimidin-4-yl)-3,8-diazabicyclo[3.2.1]octane-8-carboxylic acid tert-butyl ester C(C)(C)(C)OC(=O)N1C2CN(CC1CC2)C=2C1=C(N=C(N2)OCC(CN2CCN(CC2)CC2=CC=CC=C2)NC(=O)OC(C)(C)C)C(=C(N=C1)Cl)F